FC=1C=C(C=CC1C(F)(F)F)C1C(=C(NC=2N1N=C(C2)C(=O)NCCN2CCOCC2)C)C(=O)NC=2C=C1C=CN=CC1=CC2 7-(3-fluoro-4-(trifluoromethyl)phenyl)-N6-(isoquinolin-6-yl)-5-methyl-N2-(2-morpholinoethyl)-4,7-dihydropyrazolo[1,5-a]pyrimidine-2,6-dicarboxamide